C(C)C1=C(C=CC(=C1)CCN1CCCC1)NC1=NC=C(C(=N1)NCCCN1C(OCCC1)=O)C(F)(F)F 3-(3-((2-((2-ethyl-4-(2-(pyrrolidin-1-yl)ethyl)phenyl)amino)-5-(trifluoromethyl)pyrimidin-4-yl)amino)propyl)-1,3-oxazinan-2-one